methyl 4-(2-bromothiazol-4-yl)-2-methylbenzoate BrC=1SC=C(N1)C1=CC(=C(C(=O)OC)C=C1)C